(oxetan-3-ylmethyl)-8-azabicyclo[3.2.1]octan-3-amine O1CC(C1)CC12CC(CC(CC1)N2)N